(1-(6-FLUOROQUINAZOLIN-4-YL)PIPERIDIN-4-YL)METHANAMINE HYDROCHLORIDE Cl.FC=1C=C2C(=NC=NC2=CC1)N1CCC(CC1)CN